ClC=1C=CC=2C(=C3N(C2C1C=1C(=NN(C1C)C)C)C(CN(C3=O)C=3C=CC(=C1C=C(NC31)C(=O)[O-])OC)C)CCCOC3=CC(=C(C(=C3)C)Cl)C 7-(7-chloro-10-(3-(4-chloro-3,5-dimethylphenoxy)propyl)-4-methyl-1-oxo-6-(1,3,5-trimethyl-1H-pyrazol-4-yl)-3,4-dihydropyrazino[1,2-a]indol-2(1H)-yl)-4-methoxy-1H-indole-2-carboxylate